Cl.C1(CCCC2=CC=CC=C12)N1N=CC(=C1)N 1-(1,2,3,4-tetrahydronaphthalen-1-yl)-1H-pyrazol-4-amine hydrochloride